Ethyl 2-(4-((4-(3-fluoro-4-(trifluoro-methyl)phenyl)-5-oxo-4,5-dihydro-1H-1,2,4-triazol-1-yl)methyl)-2,6-dimethylphenoxy)-2-methylpropionate FC=1C=C(C=CC1C(F)(F)F)N1C=NN(C1=O)CC1=CC(=C(OC(C(=O)OCC)(C)C)C(=C1)C)C